6-(trifluoromethyl)pyrrolo[2,3-b]Pyridine-1-carboxylic acid methyl ester COC(=O)N1C=CC=2C1=NC(=CC2)C(F)(F)F